CN1CC(C1)/C=C/C(=O)O (E)-3-(1-methylazetidin-3-yl)acrylic acid